hydroxy-phenylglycine ONC(C1=CC=CC=C1)C(=O)O